C(C)(C)(C)OC(=O)N1CC2=NNC(=C2C1)C(=O)O 5-(tert-butoxycarbonyl)-2,4,5,6-tetrahydropyrrolo[3,4-c]pyrazole-3-carboxylic acid